C(C)(=O)NC=1C=C(C=C(C1)C(F)(F)F)[C@@H](C)NC=1C2=C(N=CN1)N(C(C(=C2)O[C@H]2CN(CC2)C(=O)[O-])=O)C (R)-3-((4-(((R)-1-(3-acetylamino-5-(trifluoromethyl)phenyl)ethyl)amino)-8-methyl-7-oxo-7,8-dihydropyrido[2,3-d]pyrimidin-6-yl)oxy)pyrrolidine-1-carboxylate